(1S,2S,5R)-2-((S)-1-Hydroxybutyl)-3,8-diazabicyclo[3.2.1]octane-8-carboxylic acid tert-butyl ester C(C)(C)(C)OC(=O)N1[C@@H]2[C@H](NC[C@H]1CC2)[C@H](CCC)O